COC1=CC2=C(N3C(S2)=NC(=C3)C=3C(OC2=CC=CC=C2C3)=O)C=C1 3-(7-Methoxy-benzo-[d]imidazo[2,1-b]thiazol-2-yl)-chromen-2-one